COC1=CC=2C3=C(N(C2C=C1)CC1=CC=C(N)C=C1)C=CC=N3 4-((8-methoxy-5H-pyrido[3,2-b]indol-5-yl)methyl)aniline